CC(=CCOC=1C=CC(=C(OCC(=O)O)C1)C(\C=C\C1=CC=C(C=C1)\C=C\CCCCCC)=O)C 2-[5-(3-Methylbut-2-enoxy)-2-[(E)-3-[4-[(E)-oct-1-enyl]phenyl]prop-2-enoyl]phenoxy]acetic acid